tert-butyl N-[(3S)-1-[4-iodo-6-(morpholin-4-yl)pyridin-2-yl]-3-methylpyrrolidin-3-yl]carbamate IC1=CC(=NC(=C1)N1CCOCC1)N1C[C@@](CC1)(C)NC(OC(C)(C)C)=O